[N+](=O)([O-])OO[N+](=O)[O-].[Na] sodium nitroperoxide